O=C1N(C(C=C1)=O)CCOC(CCC(=O)C=1SC2=C(C1)C(=C(C(=C2)OC)OCCCOC=2C(=C1CN(CC1=CC2OC)C(CCC(=O)O)=O)F)F)=O 4-[5-[3-[2-[4-[2-(2,5-dioxopyrrol-1-yl)ethoxy]-4-oxo-butanoyl]-4-fluoro-6-methoxy-benzothiophen-5-yl]oxypropoxy]-4-fluoro-6-methoxy-isoindolin-2-yl]-4-oxo-butanoic acid